4,6-dichloro-2-methyl-pyrimidine ClC1=NC(=NC(=C1)Cl)C